methyl 1-((2-methyl-5-(3-methyl-1,2,4-thiadiazol-5-yl)phenyl)glycyl)indoline-3-carboxylate CC1=C(C=C(C=C1)C1=NC(=NS1)C)NCC(=O)N1CC(C2=CC=CC=C12)C(=O)OC